NC=1C=C(C=CC1N)C(C)(C)C1=CC(=C(C=C1)N)N 2,2-bis(3,4-diaminophenyl)propane